BrC1=NC(=CC(=C1)[C@H]1OC[C@@H](NC1)CO)Cl ((3S,6R)-6-(2-bromo-6-chloropyridin-4-yl)morpholin-3-yl)methanol